BrCCCCC1=CC=CC=2SC3=CC=CC=C3NC12 (4-bromobutyl)-10H-phenothiazine